pentendiic acid C(C=CCC(=O)O)(=O)O